FC=1C=C(C=C(C1)F)C1=CC=C(C=C1)C(=O)NC 3',5'-difluoro-N-methyl-[1,1'-biphenyl]-4-carboxamide